CCCC(CC(=O)OCC)O The molecule is a fatty acid ester that is the ethyl ester of 3-hydroxyhexanoic acid. It derives from a 3-hydroxyhexanoic acid.